6-chloro-1-(2-methoxyethyl)-1H-pyrazolo[3,4-b]pyrazine ClC1=CN=C2C(=N1)N(N=C2)CCOC